tin-lead-silver-bismuth [Bi].[Ag].[Pb].[Sn]